C(CC)N1CCN(CC1)CCCl 4-propyl-1-(2-chloroethyl)piperazine